tert-butyl 3-[[4-[4-(2,6-dioxo-3-piperidyl)phenyl]piperazin-1-yl]methyl]azetidine-1-carboxylate O=C1NC(CCC1C1=CC=C(C=C1)N1CCN(CC1)CC1CN(C1)C(=O)OC(C)(C)C)=O